2,5-ditert-butyl-hydroquinone trans-2-methylcyclohexyl-((4-nitrophenoxy)(phenoxy)phosphoryl)-L-alaninate C[C@H]1[C@@H](CCCC1)N([C@@H](C)C(=O)O)P(=O)(OC1=CC=CC=C1)OC1=CC=C(C=C1)[N+](=O)[O-].C(C)(C)(C)C1=C(O)C=C(C(=C1)O)C(C)(C)C